COC(=O)C1C2C3C4C=CC(C3C(C1)C2)C4 8-methoxycarbonyl-tetracyclo[4.4.0.12,5.17,10]dodec-3-ene